C(C(C)=C)OC1=NC(=NC(=N1)Cl)Cl 2-methallyloxy-4,6-dichloro-1,3,5-triazine